17-((2S,3S)-4-(4,4-dimethylcyclohexyl)-3-hydroxybutan-2-yl)-3-ethyl-10,13-dimethylhexadecahydro-1H-cyclopenta[a]phenanthren-3-ol CC1(CCC(CC1)C[C@@H]([C@@H](C)C1CCC2C3CCC4CC(CCC4(C3CCC12C)C)(O)CC)O)C